2-amino-4-(cyclopropylmethyl)-N-(1-methylcyclopropyl)-1-oxo-1,2-dihydroisoquinoline-7-sulfonamide NN1C(C2=CC(=CC=C2C(=C1)CC1CC1)S(=O)(=O)NC1(CC1)C)=O